N-([1,1'-biphenyl]-3-yl)-3-(4-hydroxyphenyl)propionamide C1(=CC(=CC=C1)NC(CCC1=CC=C(C=C1)O)=O)C1=CC=CC=C1